ClC1=C(C(=CC=C1Cl)O)[C@H]1C[C@@H]2N(C(OC(C2O)(C)C)=O)C1 (4aS,6R)-6-(2,3-dichloro-6-hydroxyphenyl)-4-hydroxy-3,3-dimethylhexahydro-1H-pyrrolo[1,2-c][1,3]oxazin-1-one